FC(C=1C(=C(C=CC1)[C@@H](C)NC1=CC=NC2=CC=C(C=C12)[C@]1(CN(CC1)C(=O)N1CCOCC1)OC)F)F ((R)-3-(4-(((R)-1-(3-(difluoromethyl)-2-fluorophenyl)ethyl)amino)quinolin-6-yl)-3-methoxypyrrolidin-1-yl)(morpholino)methanone